(E)-3-chloro-5-((2E,4E)-5-((1R,2R,3R,6R)-3-(cyclopropylamino)-1,2,6-trimethylcyclohexyl)-3-methylpenta-2,4-dien-1-yl)-6-hydroxy-4-methoxy-2-methylbenzaldehyde O-methyloxime CO\N=C\C1=C(C(=C(C(=C1O)C\C=C(\C=C\[C@@]1([C@H]([C@@H](CC[C@H]1C)NC1CC1)C)C)/C)OC)Cl)C